[Si](C)(C)(C(C)(C)C)OCC(C(=O)O)=C 2-(((tert-butyldimethylsilyl)oxy)methyl)acrylic acid